tetrabutylammonium thymol salt C1=C(C)C=CC(C(C)C)=C1O.C(CCC)[N+](CCCC)(CCCC)CCCC